ethyl-8-nitro-N-phenyl-[1,2,4]triazolo[4,3-a]quinazolin-5-amine C(C)C1=NN=C2N1C1=CC(=CC=C1C(=N2)NC2=CC=CC=C2)[N+](=O)[O-]